4-(dimethylamino)-4-oxo-butanoic acid CN(C(CCC(=O)O)=O)C